P(=O)(O)(O)O.C([C@@H](C(=O)O)N)SSC[C@@H](C(=O)O)N Cystine phosphate